8-(piperazin-1-yl)-7,7a,8,9-tetrahydroazeto[1,2-a]pyrido[3,4-f]azepine N1(CCNCC1)C1CN2C1CC=CC1=C2C=CN=C1